cyclopropyl-2-(morpholin-4-yl)pyrazolo[1,5-a][1,3,5]triazin C1(CC1)C1=NC(=NC=2N1N=CC2)N2CCOCC2